4-(4-amino-2-chloro-phenyl)-3-[4-(cyclopropylmethylcarbamoyl)-3-methoxy-phenyl]-5-ethyl-1H-pyrrole-2-carboxamide NC1=CC(=C(C=C1)C=1C(=C(NC1CC)C(=O)N)C1=CC(=C(C=C1)C(NCC1CC1)=O)OC)Cl